CC1=CCC(CC1)C(CC1CCCC1)C 2-(2-(4-methylcyclohex-3-en-1-yl)propyl)cyclopentan